N,N,N-trimethylphenylammonium C[N+](C)(C)C1=CC=CC=C1